C(C1=CC=CC=C1)N(CC1=CC=CC=C1)CCOCCOCCC(NC(C(NCCCC(=O)O)=O)C)=O 2-benzyl-13-methyl-11,14-dioxo-1-phenyl-5,8-dioxa-2,12,15-triazanonadecane-19-oic acid